N1C=NC=C1C1=CN=C2C(N(C(=NN21)C=2OC(=CC2)C)C(C)C)=O 7-(1H-imidazol-5-yl)-3-isopropyl-2-(5-methylfuran-2-yl)imidazo[2,1-f][1,2,4]triazin-4(3H)-one